4,4'-dichlorotrityl alcohol ClC1=CC=C(C(C2=CC=C(C=C2)Cl)(C2=CC=CC=C2)O)C=C1